BrC1=CC=C(C=C1)C[C@@H](COC(=O)OC1=CC=C(C=C1)[N+](=O)[O-])NC(OCC1C2=CC=CC=C2C=2C=CC=CC12)=O (9H-fluoren-9-yl)methyl (S)-(1-(4-bromophenyl)-3-(((4-nitrophenoxy)carbonyl)oxy)propan-2-yl)carbamate